5-(4-((1-((4-((5-amino-1-(2,6-difluorobenzoyl)-1H-1,2,4-triazol-3-yl)amino)phenyl)sulfonyl)piperidin-4-yl)methyl)piperazin-1-yl)-2-(2,6-dioxopiperidin-3-yl)isoindoline-1,3-dione NC1=NC(=NN1C(C1=C(C=CC=C1F)F)=O)NC1=CC=C(C=C1)S(=O)(=O)N1CCC(CC1)CN1CCN(CC1)C=1C=C2C(N(C(C2=CC1)=O)C1C(NC(CC1)=O)=O)=O